CS(=O)(=O)N1N=NC(=C1)C1=CC=CC=C1 1-(methylsulfonyl)-4-phenyl-1H-1,2,3-triazole